(6-methylpyridin-3-yl)boronic acid CC1=CC=C(C=N1)B(O)O